(6S)-6-{2-Chloro-3-[3-(2-oxopyrrolidin-1-yl)anilino]phenyl}-2-imino-6-methyl-3-(tetrahydropyran-4-yl)hexahydropyrimidin-4-one ClC1=C(C=CC=C1NC1=CC(=CC=C1)N1C(CCC1)=O)[C@@]1(CC(N(C(N1)=N)C1CCOCC1)=O)C